(6S) or (6R)-tetrahydrofolate C(CC[C@@H](C(=O)O)NC(=O)C1=CC=C(NC[C@H]2CNC=3N=C(N)NC(=O)C3N2)C=C1)(=O)[O-] |o1:16|